1-(3a,7a-dihydro-1,3-benzodioxol-5-yl)-N-(cyclopropylmethyl)propan-2-amine O1COC2C1C=CC(=C2)CC(C)NCC2CC2